R-9-(2-phosphonomethoxypropyl)adenine P(=O)(O)(O)CO[C@@H](CN1C2=NC=NC(=C2N=C1)N)C